6-(4-pyridazinyl)-2,3-dihydrospiro[chromen-4,1'-cyclopropane] N1=NC=C(C=C1)C=1C=C2C(=CC1)OCCC21CC1